1-Vinylhexahydro-2H-azepin-2-one C(=C)N1C(CCCCC1)=O